FC1=C(C=CC(=C1)F)C1OCCC(C1)O 2-(2,4-difluorophenyl)tetrahydro-2H-pyran-4-ol